3-(Difluoromethyl)-1-methyl-N-[(3S)-1,1,3-trimethyl-2,3-dihydro-1H-inden-4-yl]-1H-pyrazole-4-carboxamid FC(C1=NN(C=C1C(=O)NC1=C2[C@H](CC(C2=CC=C1)(C)C)C)C)F